C1(CC1)CN(C1=CN=C2C(=N1)N(C(=N2)C2=NC(=CC=C2)OCC)C2=C(C=CC=C2OC)OC)CC2=CC=C(C=C2)OC N-(cyclopropylmethyl)-1-(2,6-dimethoxyphenyl)-2-(6-ethoxypyridin-2-yl)-N-(4-methoxybenzyl)-1H-imidazo[4,5-b]pyrazin-6-amine